5-(2-methoxyethoxy)pyrimidine COCCOC=1C=NC=NC1